NCC1=CC(=C(C(=C1)F)N1CCN(CC1)C(C)(C)C1CCN(CC1)C(=O)OC(C)(C)C)F tert-butyl 4-(2-(4-(4-(aminomethyl)-2,6-difluorophenyl)piperazin-1-yl)propan-2-yl)piperidine-1-carboxylate